N-(1,4-dimethylcyclohexyl)-4-(1H-imidazol-1-yl)picolinamide CC1(CCC(CC1)C)NC(C1=NC=CC(=C1)N1C=NC=C1)=O